4-amino-3,5-di(4-pyridyl)-1,2,4-triazole NN1C(=NN=C1C1=CC=NC=C1)C1=CC=NC=C1